C(C)C/C(=C/CC/C(=C/C(=O)O)/C)/C.C(C)C/C(=C/CC/C(=C/C(=O)O)/C)/C.CC(C(O)C=1N(C=CN1)COCC[Si](C)(C)C)C 2-methyl-1-(1-((2-(trimethylsilyl)ethoxy)methyl)-1H-imidazol-2-yl)propan-1-ol ethyl-geranate (ethyl-geranate)